C(=O)[O-].C(C)(=O)OC(OC(C(=O)OC1CC2CCC(C1)[N+]21CCCC1)(C1=CC=CC=C1)C1=CC=CC=C1)C1CCCCC1 3-(2-(Acetoxy(cyclohexyl)methoxy)-2,2-diphenylacetoxy)spiro[bicyclo[3.2.1]octane-8,1'-pyrrolidin]-8-ium formate